N,N'-diethyl-homoarginine C(C)N[C@@H](CCCCN(C(N)=N)CC)C(=O)O